BrC=1C(=CC=2N(C1)C(=C(N2)C(O)(C2=CC=CC=C2)C2=CC=CC=C2)CC)OC [6-bromo-3-ethyl-7-methoxyimidazo[1,2-a]pyridin-2-yl]diphenylmethanol